C(C1=CC=CC=C1)(C1=CC=CC=C1)(C1=CC=CC=C1)[N@]1C(C1)C(=O)O (R)-1-Tritylaziridine-2-carboxylic acid